iminocyclohepta[d]pyrimidine-1-carboxamide N=NC(=O)N1C=NC=C2C1=CC=CC=C2